C(#N)C1=C(C=C(OC=2C=CC(=C(C2)NC(=O)C2N(C(CC2)=O)C)OC)C=C1)C N-(5-(4-Cyano-3-methylphenoxy)-2-methoxyphenyl)-1-methyl-5-oxopyrrolidine-2-carboxamide